Tert-butyl N-[1-[3-[1-(2,6-dioxo-3-piperidyl)-3-methyl-2-oxo-benzimidazol-4-yl]prop-2-ynyl]-4-piperidyl]-N-methyl-carbamate O=C1NC(CCC1N1C(N(C2=C1C=CC=C2C#CCN2CCC(CC2)N(C(OC(C)(C)C)=O)C)C)=O)=O